OC1C2C(C2CC1)C(=O)OCC ethyl 2-hydroxy-bicyclo[3.1.0]hexane-6-carboxylate